benzylpyridinium ammonium chloride [Cl-].[NH4+].C(C1=CC=CC=C1)[N+]1=CC=CC=C1.[Cl-]